CC(CC(=O)N1CCC2(C(C2)CNC(=O)C2=CC=3C(=CN=CC3)O2)CC1)(C)C N-[[6-(3,3-dimethylbutanoyl)-6-azaspiro[2.5]octan-2-yl]methyl]furo[2,3-c]pyridine-2-carboxamide